2-(3',4'-Difluoro-4-methoxycarbonylbiphenyl-3-yl)-3-oxo-2,3-dihydro-1H-isoindole-5-carboxylic acid methyl ester COC(=O)C=1C=C2C(N(CC2=CC1)C=1C=C(C=CC1C(=O)OC)C1=CC(=C(C=C1)F)F)=O